(1S,3S)-3-((6-(3-(((benzyl(methyl)carbamoyl)oxy)methyl)-5-chlorothiophen-2-yl)-2-methylpyridin-3-yl)oxy)cyclohexane-1-carboxylic acid C(C1=CC=CC=C1)N(C(=O)OCC1=C(SC(=C1)Cl)C1=CC=C(C(=N1)C)O[C@@H]1C[C@H](CCC1)C(=O)O)C